amino-4-benzylamino-N-benzyloxycarbamate NN(C([O-])=O)OCC1=CC=C(C=C1)NCC1=CC=CC=C1